C1=NC=CC=2C(=CC=CC12)C(=O)N1C[C@H]2CC[C@@H](C1)C2NC2=CC=C(C=C2)CN2CCOCC2 (1R,5S,8R)-3-(isoquinoline-5-carbonyl)-N-{4-[(morpholin-4-yl)methyl]phenyl}-3-azabicyclo[3.2.1]octan-8-amine